(4-((2-amino-3-chloropyridin-4-yl)oxy)-3-fluorophenyl)-1-(4-fluoropyridin-2-yl)-5-(trifluoromethyl)-1H-pyrazole-4-carboxamide NC1=NC=CC(=C1Cl)OC1=C(C=C(C=C1)C1=NN(C(=C1C(=O)N)C(F)(F)F)C1=NC=CC(=C1)F)F